3-(6-(difluoromethoxy)pyridin-3-yl)-N-((2-fluoro-5-methoxybenzyl)oxy)-1,2,4-triazine-5-carboxamide FC(OC1=CC=C(C=N1)C=1N=NC=C(N1)C(=O)NOCC1=C(C=CC(=C1)OC)F)F